C12C=CC(C=C1)O2 1,4-epoxy-1,4-dihydrobenzene